5-ethylthiazole-4-carboxylic acid C(C)C1=C(N=CS1)C(=O)O